methyl 4-amino-6-(trifluoromethyl)pyridazine-3-carboxylate NC1=C(N=NC(=C1)C(F)(F)F)C(=O)OC